4-ethynyl-1,3-dioxolane-2-one C(#C)C1OC(OC1)=O